cyclopentylmethyl-(3-isopropyl-2-methoxyphenyl)methoxysilane C1(CCCC1)C[SiH2]OCC1=C(C(=CC=C1)C(C)C)OC